tert-butyl (1r,5s,6s)-6-((4-((3-chloro-4-((3-fluorobenzyl) oxy) phenyl) amino)-6-nitroquinazolin-7-yl) ethynyl)-3-azabicyclo[3.1.0]hexane-3-carboxylate ClC=1C=C(C=CC1OCC1=CC(=CC=C1)F)NC1=NC=NC2=CC(=C(C=C12)[N+](=O)[O-])C#CC1[C@@H]2CN(C[C@H]12)C(=O)OC(C)(C)C